N-(6-methyl-2,3-dihydro-1H-inden-1-yl)-2-oxo-6-(trifluoromethyl)-1,2-dihydropyridine-3-carboxamide CC1=CC=C2CCC(C2=C1)NC(=O)C=1C(NC(=CC1)C(F)(F)F)=O